2-(2-(5-nitro-6-(thiophene-3-yl)-2H-indazol-2-yl)ethoxy)acetamide [N+](=O)([O-])C1=CC2=CN(N=C2C=C1C1=CSC=C1)CCOCC(=O)N